CNC(CC1=CC2=C(OCO2)C=C1)C=C N-methyl-1-(1,3-benzodioxol-5-yl)but-3-en-2-amine